tert-butyl 2-(6-aminopyridazin-3-yl)pyrrolidine-1-carboxylate NC1=CC=C(N=N1)C1N(CCC1)C(=O)OC(C)(C)C